C(=O)O.OC1=C(C=C2C(=NC=NC2=C1)NCC1=CC=C(C=C1)B(O)O)OC 4-(((7-hydroxy-6-methoxyquinazolin-4-yl)amino)methyl)phenylboronic acid formic acid salt